CN(CCCCCCCCCCCCCCCCCC)CC(O)O methyl-(dihydroxyethyl)stearylamine